N(=[N+]=[N-])C1C(N(C=2N(CC1)N=CC2C)C)=O 6-azido-3,4-dimethyl-7,8-dihydro-6H-pyrazolo-[1,5-a][1,3]diazepin-5-one